COC=1C=C(C=NC1)C1(CCC1)O 1-(5-methoxypyridin-3-yl)cyclobutane-1-ol